CN(C(C[C@]1(OB(OC1=O)[C@H](CC(C)C)NC([C@H]([C@@H](C)O)NC(C1=NC(=CC=C1)C1=CC=CC=C1)=O)=O)CC(=O)O)=O)C 2-((S)-4-(2-(dimethylamino)-2-oxoethyl)-2-((R)-1-((2S,3R)-3-hydroxy-2-(6-phenylpicolinamido)butanamido)-3-methylbutyl)-5-oxo-1,3,2-dioxaborolan-4-yl)acetic acid